ClC1=NC=NC(=N1)C1=CC2=C(OC3=C2C=CC(=C3)C3=CC=CC=C3)C=C1 4-chloro-6-(7-phenyldibenzo[b,d]Furan-2-yl)-1,3,5-triazine